CN([C@@H](CC1=C(C=C(C(=O)N)C=C1C)C)CNC(C[C@@H](CC(C)C)C1=CC=CC=C1)=O)C 4-[(2S)-2-(dimethylamino)-3-[(3R)-5-methyl-3-phenylhexanamido]propyl]-3,5-dimethylbenzamide